2,4,6,8-tetra(4-chlorobenzyl)-2,4,6,8-tetraazaadamantane-9,10-dione ClC1=CC=C(CN2C3N(C4N(C(N(C2C4=O)CC4=CC=C(C=C4)Cl)C3=O)CC3=CC=C(C=C3)Cl)CC3=CC=C(C=C3)Cl)C=C1